CC([O-])C.CC([O-])C.CC([O-])C.CC([O-])C.[Ti+4] titanium (IV) tetra(isopropoxide)